N-[1-[4-[(E)-[(2-isopropylphenyl)carbamothioylhydrazono]methyl]phenyl]-3-methyl-pyrazol-4-yl]-4-(trifluoromethoxy)benzamide C(C)(C)C1=C(C=CC=C1)NC(=S)N\N=C\C1=CC=C(C=C1)N1N=C(C(=C1)NC(C1=CC=C(C=C1)OC(F)(F)F)=O)C